zinc aminocrotonate N/C(/C(=O)[O-])=C\C.[Zn+2].N/C(/C(=O)[O-])=C\C